C(C)(=O)N[C@H](C(=O)NC(C(=O)O)CCC(C)(C)C)CC1=CN(C2=CC=CC=C12)C ((2S)-2-acetamido-3-(1-methyl-1H-indol-3-yl)propionylamino)-5,5-dimethylhexanoic acid